[NH3+]N The molecule is a nitrogen hydride. It is a conjugate base of a hydrazinium(2+). It is a conjugate acid of a hydrazine.